3-methyl-7-vinyl-dibenzo[b,f][1,4]Oxazepin-11(10H)-one CC1=CC2=C(C(NC3=C(O2)C=C(C=C3)C=C)=O)C=C1